N-(1-Isopropyl-1H-pyrazolo[3,4-b]pyridin-6-yl)-1,1-diphenylmethanimine C(C)(C)N1N=CC=2C1=NC(=CC2)N=C(C2=CC=CC=C2)C2=CC=CC=C2